trimethylolpropane trimethylacrylate CCC(COC(=O)C(=C)C)(COC(=O)C(=C)C)COC(=O)C(=C)C